FC1(C(CNCC1C)C(CN1C(C2=CC=CC=C2C1=O)=O)C)F 2-[2-(4,4-difluoro-5-methyl-3-piperidinyl)propyl]isoindoline-1,3-dione